(±)-tert-butyl N-[3-(3-bromophenyl)-3-(1,3-dioxoisoindolin-2-yl)propyl]carbamate BrC=1C=C(C=CC1)[C@@H](CCNC(OC(C)(C)C)=O)N1C(C2=CC=CC=C2C1=O)=O |r|